C(C)OC([C@@H](NC(CC[C@H](N)C(=O)O)=O)CS)=O gamma-glutamyl-cysteine ethyl ester